2-amino-4-(tert-butyl)benzoic acid NC1=C(C(=O)O)C=CC(=C1)C(C)(C)C